5-bromo-1H-benzo[d]imidazol-2-amine BrC1=CC2=C(NC(=N2)N)C=C1